3-(1H-imidazol-1-yl)-N-(2-methylpiperidin-3-yl)benzamide N1(C=NC=C1)C=1C=C(C(=O)NC2C(NCCC2)C)C=CC1